N-tert-butyl-3-[[2-(2-hydroxy-3-methoxy-phenyl)acetyl]amino]benzamide C(C)(C)(C)NC(C1=CC(=CC=C1)NC(CC1=C(C(=CC=C1)OC)O)=O)=O